4-(3-chlorophenyl)-trans-2,3-dimethylpiperazine ClC=1C=C(C=CC1)N1[C@H]([C@@H](NCC1)C)C